N-(3-(2-(2-fluoropropan-2-yl)-6-methoxypyrimidin-4-yl)-1-methyl-1H-pyrrolo[2,3-c]pyridin-5-yl)acetamide FC(C)(C)C1=NC(=CC(=N1)C1=CN(C2=CN=C(C=C21)NC(C)=O)C)OC